ClC1=C2C(=NC=C1)C=C(S2)CN2C(N(C1(CC1)C2=O)C)=O 6-((7-chlorothieno[3,2-b]pyridin-2-yl)methyl)-4-methyl-4,6-diazaspiro[2.4]heptane-5,7-dione